methyl-tetradecylammonium bis(trifluoromethanesulfonyl)imide [N-](S(=O)(=O)C(F)(F)F)S(=O)(=O)C(F)(F)F.C[NH2+]CCCCCCCCCCCCCC